C1(=CC=CC=C1)C=1C=C2C=CC=CN2C1N1C2=CC=CC=C2SC=2C=CC=CC12 10-(2-phenylindolizine-3-yl)-10H-phenothiazine